CC1=C2C(=C(C(NC2=CC=N1)=O)CC(=O)O)C(F)(F)F [5-Methyl-2-oxo-4-(trifluoromethyl)-1H-1,6-naphthyridin-3-yl]acetic acid